(hydroxyphosphoryl)disuccinic acid OP(=O)(C(C(=O)O)CC(=O)O)C(C(=O)O)CC(=O)O